N[C@@H](CCCCN)C(=O)[O-].S(=O)(=O)([O-])[O-].[Mn+3].C(C)C=1C(=CC(=C(C1)C1=NN=C(N1C1=CC=C(CNC(C)=O)C=C1)O)O)O N-(4-(3-(5-ethyl-2,4-dihydroxyphenyl)-5-hydroxy-4H-1,2,4-triazol-4-yl)benzyl)acetamide manganese sulphate monolysinate